FC=1C=NC=CC1N1C[C@H](N(CC1)C(=O)N[C@H](C)C=1C2=CN(N=C2C=CC1)C)C (R)-4-(3-Fluoropyridin-4-yl)-2-methyl-N-((R)-1-(2-methyl-2H-indazol-4-yl)ethyl)piperazine-1-carboxamide